C(C)[C@@H]1CC[C@@H](N2C(C=3N(N1C2)C=C(C(C3O)=O)C(=O)NCC3=C(C=C(C=C3F)F)F)=O)C (1S,2R,5S)-2-ethyl-8-hydroxy-5-methyl-7,9-dioxo-N-(2,4,6-trifluorobenzyl)-2,3,4,5,7,9-hexahydro-1,6-methanopyrido[1,2-b][1,2,5]triazonine-10-carboxamide